isostearyl sulphate tetrapropylammonium salt C(CC)[N+](CCC)(CCC)CCC.S(=O)(=O)(OCCCCCCCCCCCCCCCC(C)C)[O-]